methyl 3-iodo-7-(methylsulfonyl)-1H-indole-6-carboxylate IC1=CNC2=C(C(=CC=C12)C(=O)OC)S(=O)(=O)C